FC=1C=2N(C=C(C1)NC(=O)C=1C=CC(=C3C=CC(=NC13)OCCOC)N1CC(CC1)N(C(OC(C)(C)C)=O)C)C=C(N2)C tert-butyl N-{1-[8-({8-fluoro-2-methylimidazo[1,2-a]pyridin-6-yl}carbamoyl)-2-(2-methoxyethoxy)quinolin-5-yl]pyrrolidin-3-yl}-N-methylcarbamate